BrC=1C(=NC=C(C1)C)NC1=C(N=NC(=C1C)OC)C N-(3-bromo-5-methylpyridin-2-yl)-6-methoxy-3,5-dimethylpyridazin-4-amine